OCCN1CC(C1)C(=O)N1[C@@H]2C3=C([C@H](CC1)C2)C=CC(=C3)C3=CC=C(C=C3)C(F)(F)F (1-(2-Hydroxyethyl)azetidin-3-yl)((1S,5R)-8-(4-(trifluoromethyl)phenyl)-1,3,4,5-tetrahydro-2H-1,5-methanobenzo[c]azepin-2-yl)methanone